1,3-diethyl-tetramethyl-disiloxane C(C)[Si](O[Si](CC)(C)C)(C)C